(3R,4S)-3-cyclopropyl-4-methyl-1-[2-(1-methylpyrazol-4-yl)-1H-pyrrolo[2,3-b]pyridin-4-yl]-2-oxopyrrolidine-3-carbonitrile C1(CC1)[C@]1(C(N(C[C@H]1C)C1=C2C(=NC=C1)NC(=C2)C=2C=NN(C2)C)=O)C#N